Cl.NCC(=O)C1=CC(=C(C=C1)OC)OC 2-amino-3',4'-dimethoxyacetophenone hydrochloride